(S)-4-(3-hydroxy-3-methylbut-1-yn-1-yl)-6-((5-oxopyrrolidin-2-yl)methoxy)pyrido[3,4-g]isoquinolin-1(2H)-one OC(C#CC1=CNC(C2=CC=3C=CN=C(C3C=C21)OC[C@H]2NC(CC2)=O)=O)(C)C